NC1=C(C=C(C(=O)OC(C)(C)C)C=C1)OC1=C(C=C(C=C1)F)CNS(=O)C(C)(C)C tert-butyl 4-amino-3-[2-[(tert-butylsulfinylamino)methyl]-4-fluoro-phenoxy]benzoate